O[C@@]1(CC[C@@H]2[C@H]3CC[C@@H]4[C@H](CC[C@H]4[C@@H]3CC[C@@H]2C1)C(CN1N=NN=C1C)=O)C 1-((3R,5R,8R,9R,10S,13S,14S,17S)-3-hydroxy-3-methylhexadecahydro-1H-cyclopenta[a]phenanthren-17-yl)-2-(5-methyl-1H-tetrazol-1-yl)ethan-1-one